(ethoxycarbonyl)-5,6,7,8-tetrahydroisoquinoline-3-carboxylic acid C(C)OC(=O)C1=NC(=CC=2CCCCC12)C(=O)O